ClC=1C(=C(C=CC1)NC1=C(NC2=C1C(NCC2CCOC)=O)C2=CC=NC=C2)OC 3-[(3-chloro-2-methoxyphenyl)amino]-7-(2-methoxyethyl)-2-(pyridin-4-yl)-1H,5H,6H,7H-pyrrolo[3,2-c]pyridin-4-one